CC1=NC(=CC(=N1)N1CC2(CC1)CCNCC2)C(F)(F)F 2-(2-methyl-6-(trifluoromethyl)pyrimidin-4-yl)-2,8-diazaspiro[4.5]decane